O=C1C2(CC(C(N1)=O)C2)N2C(C1=CC=C(C=C1C2)O[C@H]2[C@@H](CCC2)N2CC(C2)C2=C(C#N)C=C(C=C2)F)=O (1-((trans)-2-((2-(2,4-dioxo-3-azabicyclo[3.1.1]heptan-1-yl)-1-oxoisoindolin-5-yl)oxy)cyclopentyl)azetidin-3-yl)-5-fluorobenzonitrile